1,3-dimethyl-5-(4,4,5,5-tetramethyl-1,3,2-dioxaborolan-2-yl)pyridine-2(1H)-one CN1C(C(=CC(=C1)B1OC(C(O1)(C)C)(C)C)C)=O